C(C1=CC=CC=C1)OC1=C(C=CC=C1F)C1=CC(=CC=C1)C[C@]1(C[C@H](CC1)NS(=O)(=O)C)C=1OC=C(N1)CCl N-((1S,3R)-3-((2'-(benzyloxy)-3'-fluoro-[1,1'-biphenyl]-3-yl)methyl)-3-(4-(chloromethyl)oxazol-2-yl)cyclopentyl)methanesulfonamide